(6R)-3-ethyl-2-(10,10-dimethyl-3-oxo-1,9,9-triphenyl-2,8-dioxa-4-aza-9-silaundec-6-yl)-6-methyl-6,7-dihydro-2H-pyrazolo[4,3-c]pyridine-3,5(4H)-dicarboxylic acid 5-tert-butyl ester C(C)(C)(C)OC(=O)N1CC2=C(C[C@H]1C)NN(C2(C(=O)O)CC)C(CNC(OCC2=CC=CC=C2)=O)CO[Si](C(C)(C)C)(C2=CC=CC=C2)C2=CC=CC=C2